C(C)O[Si](CCCNC1=NC(=NC(=N1)N)N)(OCC)OCC N-(3-triethoxysilyl-propyl)-[1,3,5]triazine-2,4,6-triamine